C1=NC=C(C2=CC=CC=C12)C=1N=NN(C1)CC=1N=C2N(C=C(C=C2)CN)C1 [2-[[4-(4-isoquinolyl)triazol-1-yl]methyl]imidazo[1,2-a]pyridin-6-yl]methanamine